C(C(=O)O)(=O)O.C1NCC12CCOCC2.C2NCC21CCOCC1 7-oxa-2-azaspiro[3.5]nonane hemioxalate